CC1=C(C(=C(C=C1)O)OC1=C(C=CC=C1)O)C dimethylOxybisphenol